ethyl (E)-3-(6-chloro-5-(2'-hydroxy-[1,1'-biphenyl]-4-yl)-1-(tetrahydro-2H-pyran-2-yl)-1H-pyrazolo[4,3-b]pyridin-3-yl)acrylate ClC=1C=C2C(=NC1C1=CC=C(C=C1)C1=C(C=CC=C1)O)C(=NN2C2OCCCC2)/C=C/C(=O)OCC